7-((5-chloro-2-((6-methoxy-2-methyl-1,2,3,4-tetrahydroisoquinolin-7-yl)amino)pyrimidin-4-yl)amino)isoindolin-1-one ClC=1C(=NC(=NC1)NC1=C(C=C2CCN(CC2=C1)C)OC)NC=1C=CC=C2CNC(C12)=O